IC=1C=CC=C2C=CC=C(C12)N1CC=2N=C(N=C(C2CC1)N1CC(N(CC1)C(C=C)=O)CC#N)OC[C@H]1NCCC1 2-[(1S)-4-[7-(8-iodo-1-naphthyl)-2-[[(2S)-pyrrolidin-2-yl]methoxy]-6,8-dihydro-5H-pyrido[3,4-d]pyrimidin-4-yl]-1-prop-2-enoyl-piperazin-2-yl]acetonitrile